3-(benzyloxy)-1-(but-3-en-2-ylamino)-N5-(2,4-difluorobenzyl)-N2-((S)-1-hydroxybut-3-en-2-yl)-4-oxo-1,4-dihydropyridine-2,5-dicarboxamide C(C1=CC=CC=C1)OC1=C(N(C=C(C1=O)C(=O)NCC1=C(C=C(C=C1)F)F)NC(C)C=C)C(=O)N[C@H](CO)C=C